(S)-3-(3-methylmorpholino)-2-nitroaniline C[C@H]1COCCN1C=1C(=C(N)C=CC1)[N+](=O)[O-]